NC1=CC=C(C(=N1)CC)C=1C(=CC(=C2C=CC(NC12)=O)F)F 8-(6-amino-2-ethylpyridin-3-yl)-5,7-difluoroquinolin-2(1H)-one